methyl (2S)-3-[(3R)-5,5-dimethyl-2-oxo-pyrrolidin-3-yl]-2-[[(2S)-2-[(4-methoxy-1H-indole-2-carbonyl)amino]-4,4-dimethyl-pentanoyl]amino]propanoate CC1(C[C@H](C(N1)=O)C[C@@H](C(=O)OC)NC([C@H](CC(C)(C)C)NC(=O)C=1NC2=CC=CC(=C2C1)OC)=O)C